1-[(dimethylcarbamoyl)carbonyl]-4-fluoro-N-{phenyl-[4-(prop-2-yl)phenyl]methyl}pyrrolidine-2-carboxamide CN(C(=O)C(=O)N1C(CC(C1)F)C(=O)NC(C1=CC=C(C=C1)C(C)C)C1=CC=CC=C1)C